S1C(=CC=C1)C=1N=NN(N1)CC1=NC=C(C(=O)NN)C=C1 6-((5-(thiophen-2-yl)-2H-tetrazol-2-yl)methyl)nicotinohydrazide